(S)-3-(1-aminoethyl)-7-fluoro-8-((1-methyl-1H-pyrazol-4-yl-5-d)ethynyl)-2-phenylisoquinolin-1(2H)-one N[C@@H](C)C=1N(C(C2=C(C(=CC=C2C1)F)C#CC=1C=NN(C1[2H])C)=O)C1=CC=CC=C1